N-((R)-1-(3-(1-ethyl-1H-pyrazol-3-yl)-5-(1-methyl-1H-pyrazol-4-yl)phenyl)ethyl)-5-(hexahydropyrrolo[3,4-c]pyrrol-2(1H)-yl)-2-methylbenzamide C(C)N1N=C(C=C1)C=1C=C(C=C(C1)C=1C=NN(C1)C)[C@@H](C)NC(C1=C(C=CC(=C1)N1CC2CNCC2C1)C)=O